COC1=CC=C2C(OC(C2=C1)P(OC)(OC)=O)=O Dimethyl 6-methoxy-3-oxo-1,3-dihydroisobenzofuran-1-ylphosphonate